FC(C=1N=C(OC1C(=O)N1[C@H](C2=C(CC1)NC=N2)C2=NN1C(C=CC=C1)=C2)C2(CC2)O)F (R)-(4-(difluoromethyl)-2-(1-hydroxycyclopropyl)oxazol-5-yl)(4-(pyrazolo[1,5-a]pyridin-2-yl)-6,7-dihydro-1H-imidazo[4,5-c]pyridin-5(4H)-yl)methanone